C(C)OC1=CC=C(C=C1)NC=1C(N=C(N1)C1=CC=CC=C1)C1=CC=CC=C1 5-((4-ethoxyphenyl)amino)-2,4-diphenyl-4H-imidazole